2-chloro-8,8-dimethyl-N-(6-(methylcarbamoyl)-5-(trifluoromethyl)pyridin-3-yl)-7,8-dihydro-6H-cyclopenta[e]pyrazolo[1,5-a]pyrimidine-6-carboxamide ClC1=NN2C(N=CC3=C2C(CC3C(=O)NC=3C=NC(=C(C3)C(F)(F)F)C(NC)=O)(C)C)=C1